3,4-dioctyloxy-thiophene C(CCCCCCC)OC1=CSC=C1OCCCCCCCC